2-methyl-2,3-dihydro-pyrazolo[5,1-b]oxazol-7-sulfonimidoamide CC1CN2C(O1)=C(C=N2)S(=O)(N)=N